NN1C(=NC(=C1C(=O)OCC)C1=CC=C(C=C1)C(NC1=NC=CC(=C1)F)=O)C1N(CCC1)C(=O)OC(C)(C)C ethyl 1-amino-2-(1-(tert-butoxycarbonyl) pyrrolidin-2-yl)-4-(4-((4-fluoropyridin-2-yl) carbamoyl) phenyl)-1H-imidazole-5-carboxylate